NC1=NC=2C3=C(C(CC2C=N1)(C)C)C(=NN3)C(=O)NC=3SC=C(N3)CC(=O)NC3CCCCC3 8-amino-N-{4-[2-(cyclohexylamino)-2-oxoethyl]-1,3-thiazol-2-yl}-4,4-dimethyl-4,5-dihydro-1H-pyrazolo[4,3-H]quinazoline-3-carboxamide